BrCCCCOCCOCCOCCOC 15-bromo-2,5,8,11-tetraoxapentadecane